(3-morpholinopropyl)ethoxydimethylsilane O1CCN(CC1)CCC[Si](C)(C)OCC